amino-(5R)-(N'-acetylhydrazinecarbonyl)-piperidine NC1N(CCCC1)C(=O)NNC(C)=O